1-(2,6-difluorobenzyl)-5-dimethylaminoethyl-3-(6-methoxypyridazin-3-yl)-6-(4-nitrophenyl)thieno[2,3-d]pyrimidine-2,4(1H,3H)-dione hydrochloride Cl.FC1=C(CN2C(N(C(C3=C2SC(=C3CCN(C)C)C3=CC=C(C=C3)[N+](=O)[O-])=O)C=3N=NC(=CC3)OC)=O)C(=CC=C1)F